COC1=CC(=CC2=C1OCO2)O 7-methoxybenzo[d][1,3]dioxole-5-ol